FC1=C(C=C2CCC(N(C2=C1)C)=O)C=1C(=C(C=NC1)CNC(=O)C=1C(=NOC1C)C)C 3,5-Dimethyl-isoxazole-4-carboxylic acid [5-(7-fluoro-1-methyl-2-oxo-1,2,3,4-tetrahydro-quinolin-6-yl)-4-methyl-pyridin-3-ylmethyl]-amide